dichlorodinitrosoiron Cl[Fe](N=O)(N=O)Cl